C(C)(C)(C)OC(=O)N1CC(CC1)C=1N(N=C2C(=CC=CC12)C(=O)O)CC [1-(tert-butoxycarbonyl)pyrrolidin-3-yl]-2-ethylindazole-7-carboxylic acid